N-cyclohexyl-2-(3-methoxy-4-(2-oxo-2-(p-tolylamino)ethoxy)phenyl)-2-oxoacetamide C1(CCCCC1)NC(C(=O)C1=CC(=C(C=C1)OCC(NC1=CC=C(C=C1)C)=O)OC)=O